C(CC)(=O)OCCC=CCC (Z) or (E)-3-hexenyl propionate